N-[2-(3,5-dimethyl-2-oxo-1,2-dihydro-pyridin-1-yl)-3-{[1-(5-fluoro-pyrimidin-2-yl)piperidin-4-yl]oxy}propyl]methane-sulfonamide CC=1C(N(C=C(C1)C)C(CNS(=O)(=O)C)COC1CCN(CC1)C1=NC=C(C=N1)F)=O